N-(tetrahydropyran-4-yl)pyrazine-2-carboxamide 4-(2-(2-aminopyridin-3-yl)-6-(5-fluoropyridin-2-yl)-1H-benzo[d]imidazol-1-yl)benzyl-acetate NC1=NC=CC=C1C1=NC2=C(N1C1=CC=C(CCC(=O)O)C=C1)C=C(C=C2)C2=NC=C(C=C2)F.O2CCC(CC2)NC(=O)C2=NC=CN=C2